P(=O)(O)(O)C1=CC=C(C=C1)C1=C(C(=C(C(=C1C)C1=CC=C(C=C1)P(=O)(O)O)C)C1=CC=C(C=C1)P(=O)(O)O)C 1,3,5-tris(4-phosphonophenyl)2,4,6-trimethylbenzene